S(=O)(=O)(O)C(C(C(=O)O)(S(=O)(=O)O)N1C(CCC1=O)=O)C(=O)O.C(=O)(ON1C(CCC1=O)=O)C(O)C(O)C(=O)ON1C(CCC1=O)=O disuccinimidyl tartrate (sulfosuccinimidyl sulfosuccinate)